O1CCOC2=C1C=CC(=C2)CC(C)NC 1-(2,3-dihydro-1,4-benzodioxin-6-yl)-N-methylpropan-2-amine